4-(3-Chloro-2-fluoro-6-methoxyphenyl)-6-methyl-N-(5-(methyl-(2,2,2-trifluoroethyl)amino)-1,3,4-thiadiazol-2-yl)nicotinamide ClC=1C(=C(C(=CC1)OC)C1=CC(=NC=C1C(=O)NC=1SC(=NN1)N(CC(F)(F)F)C)C)F